ClC1=C(C=C(C=C1)[C@@H](CC(=O)O)C1CC1)NC([C@@H]([C@H](C(F)(F)F)C)C=1C=CC2=C(OCCN2C)C1)=O (S)-3-(4-chloro-3-((2S,3R)-4,4,4-trifluoro-3-methyl-2-(4-methyl-3,4-dihydro-2H-Benzo[b][1,4]oxazin-7-yl)butanamido)phenyl)-3-cyclopropylpropionic acid